4-[(6-chloro-3-morpholinesulfonyl-4-quinolinyl)amino]-3-methoxycarbonyl-benzoic acid ClC=1C=C2C(=C(C=NC2=CC1)S(=O)(=O)N1CCOCC1)NC1=C(C=C(C(=O)O)C=C1)C(=O)OC